FC1=C(C(=CC(=C1OB(O)O)F)F)C1=CC=CC=C1 (2,4,6-trifluoro-[1,1'-biphenyl]-3-yl)boric acid